propan-2-yl (3R,4S)-3-{5-[4-amino-5-(trifluoromethyl)pyrrolo[2,1-f][1,2,4]triazin-7-yl]-2-methoxypyridine-3-amido}-4-fluoropyrrolidine-1-carboxylate NC1=NC=NN2C1=C(C=C2C=2C=C(C(=NC2)OC)C(=O)N[C@@H]2CN(C[C@@H]2F)C(=O)OC(C)C)C(F)(F)F